2-((2-fluoroethoxy)methyl)-1,3-dioxolane FCCOCC1OCCO1